ClC=1C=C(C=CC1)[C@@H](CO)NC(=O)C=1OC=C(N1)C1=NC(=NC=C1F)NC1=CC=NN1C (S)-N-(1-(3-chlorophenyl)-2-hydroxyethyl)-4-(5-fluoro-2-((1-methyl-1H-pyrazol-5-yl)amino)pyrimidin-4-yl)oxazole-2-carboxamide